2-(pyrimidin-2-yl)-5,6,7,8-tetrahydrophthalazin-5-one N1=C(N=CC=C1)N1CC=2CCCC(C2C=N1)=O